diethyl 3,3'-thiodibutyrate S(C(CC(=O)OCC)C)C(CC(=O)OCC)C